ClC=1C=CC=2C[C@]3(C[C@H](CC3)NS(=O)(=O)C)C=3OC=C(COC4=C(C=CC=C4C1C2)F)N3 N-[(1'S,14R)-19-chloro-6-fluoro-spiro[8,12-dioxa-21-azatetracyclo[14.3.1.110,13.02,7]henicosa-1(19),2,4,6,10,13(21),16(20),17-octaene-14,3'-cyclopentane]-1'-yl]methanesulfonamide